Methyl 5-[[5-fluoro-2-[2-(trideuteriomethoxy)-4-(trifluoromethoxy)phenoxy]-4-(trifluoromethyl)benzoyl]amino]pyridine-2-carboxylate FC=1C(=CC(=C(C(=O)NC=2C=CC(=NC2)C(=O)OC)C1)OC1=C(C=C(C=C1)OC(F)(F)F)OC([2H])([2H])[2H])C(F)(F)F